tert-butyl 4-[4-[2-methyl-4-[(2-oxo-1-phenyl-pyridine-3-carbonyl)amino]phenoxy]-1,7-naphthyridin-6-yl]piperazine-1-carboxylate CC1=C(OC2=CC=NC3=CN=C(C=C23)N2CCN(CC2)C(=O)OC(C)(C)C)C=CC(=C1)NC(=O)C=1C(N(C=CC1)C1=CC=CC=C1)=O